3-bromo-9-(4-cyanophenyl)-9H-carbazole BrC=1C=CC=2N(C3=CC=CC=C3C2C1)C1=CC=C(C=C1)C#N